CC1CCC(CC1)NC(=O)C=1C(N(C2=NC=C(C=C2C1)C1=NC=CC=N1)CCN1CCOCC1)=O N-(4-methylcyclohexyl)-1-(2-morpholinoethyl)-2-oxo-6-(pyrimidin-2-yl)-1,2-dihydro-1,8-naphthyridine-3-carboxamide